BrC1=CC=CC=2NN=NC21 bromobenzo[d][1,2,3]triazole